2-(3-chloro-2-fluorophenoxy)pyrrolo[1,2-b]pyridazine-3-carboxylic acid ClC=1C(=C(OC=2C(=CC=3N(N2)C=CC3)C(=O)O)C=CC1)F